[N+](=O)([O-])C1=CC=C(C=N1)B(O)O 6-NITROPYRIDIN-3-YLBORONIC ACID